ClC1=C(C=C(OCC(=O)NC23CC(C2)(C3)C=3NC=C(N3)CO)C=C1)F 2-(4-chloro-3-fluorophenoxy)-N-(3-(4-(hydroxymethyl)-1H-imidazol-2-yl)bicyclo[1.1.1]pentan-1-yl)acetamide